N-[6-[bis[(4-methoxyphenyl)methyl]amino]-5-fluoro-4-iodo-3-pyridyl]carbamate COC1=CC=C(C=C1)CN(C1=C(C(=C(C=N1)NC([O-])=O)I)F)CC1=CC=C(C=C1)OC